(R)-5-phenyl-2-(3-(5-(trifluoromethyl)pyridin-2-yloxy)pyrrolidin-1-yl)nicotinic acid methyl ester COC(C1=C(N=CC(=C1)C1=CC=CC=C1)N1C[C@@H](CC1)OC1=NC=C(C=C1)C(F)(F)F)=O